ClC=1C=C(C(NN1)=O)CN1C=NC(=C(C1=O)OC=1C=C(C#N)C=C(C1)C(F)F)C(F)F 3-((1-((6-chloro-3-oxo-2,3-dihydropyridazin-4-yl)methyl)-4-(difluoromethyl)-6-oxo-1,6-dihydropyrimidin-5-yl)oxy)-5-(difluoromethyl)benzonitrile